NC1=NC=C(C=C1O[C@@H](C)C=1C=C(C(=O)NC2=CC(=CC=C2)OC)C=CC1)Cl (S)-3-(1-((2-amino-5-chloropyridin-3-yl)oxy)ethyl)-N-(3-methoxyphenyl)benzamide